FC(C1CN(C=2C=NC=3N(C21)N=CC3)C(=O)N)(F)F 8-(trifluoromethyl)-7,8-dihydro-6H-pyrazolo[1,5-a]pyrrolo[2,3-e]pyrimidine-6-carboxamide